C1=C(C=CC2=CC=CC=C12)COC=1C2=CC=CC=C2C(=C2C=CC=CC12)OCC1=CC2=CC=CC=C2C=C1 9,10-bis(2-naphthylmethoxy)anthracene